3-(3',5-bis-(4-methoxyphenyl)-1'-phenyl-3,4-dihydro-1'H,2H-[3,4'-bipyrazole]-2-carbonyl)benzoic acid COC1=CC=C(C=C1)C1=NN(C=C1C1N(N=C(C1)C1=CC=C(C=C1)OC)C(=O)C=1C=C(C(=O)O)C=CC1)C1=CC=CC=C1